CC=1N=C(SC1)[Sn](C)(C)C 4-methyl-2-(trimethylstannanyl)thiazole